((1H-Imidazol-1-yl)methyl)-1'-chloro-6'-methoxy-5-(1-methyl-3-(trifluoromethyl)-1H-pyrazol-4-yl)-3,4-dihydro-1H-[2,4'-biisoquinolin]-1-one N1(C=NC=C1)CC1N(C(C2=CC=CC(=C2C1)C=1C(=NN(C1)C)C(F)(F)F)=O)C1=CN=C(C2=CC=C(C=C12)OC)Cl